[C@H]12CC\C=C/CC[C@@H]2C1CO (1R,8S,Z)-bicyclo[6.1.0]non-4-ene-9-methanol